C(C)(C)C1=C(C=CC=C1)C1=NC=C2N(C(N(C2=N1)CC1CCN(CC1)S(=O)(=O)C(C)C)=O)C 2-(2-isopropylphenyl)-9-((1-(isopropylsulfonyl)piperidin-4-yl)methyl)-7-methyl-7,9-dihydro-8H-purin-8-one